2-phenylamino-9,9-dimethylfluorene C1(=CC=CC=C1)NC1=CC=2C(C3=CC=CC=C3C2C=C1)(C)C